(1R,4S)-2,3-Dimethylene-7-azabicyclo[2.2.1]heptane-7-carboxylic acid tert-butyl ester C(C)(C)(C)OC(=O)N1[C@H]2C(C([C@@H]1CC2)=C)=C